C(CCC(=O)[O-])(=O)OCCCCCC(C)C.[Na+] sodium monoisooctyl succinate